[Cl-].[Cl-].C[Si](=[Zr+2](C1C(=CC2=C(C(=C(C=C12)C(C)(C)C)OC)C1=CC(=CC(=C1)C)C)C)C1C(=CC2=C(C=3CCCC3C(=C12)C1=CC(=CC(=C1)C)C)C1=CC(=CC(=C1)C)C)C(C)C)C Anti-dimethylsilanediyl[2-isopropyl-4,8-bis(3,5-dimethylphenyl)-1,5,6,7-tetrahydro-s-indacen-1-yl][2-methyl-4-(3,5-dimethylphenyl)-5-methoxy-6-tert-butylinden-1-yl]zirconium dichloride